O[C@@H]1C[C@H](C1)C(=O)O TRANS-3-HYDROXYCYCLOBUTANECARBOXYLIC ACID